N1=NC=C2N1C=NC=C2 [1,2,3]triazolo[1,5-c]pyrimidine